N(O)=CC(=O)[O-] Oximino-acetate